C1(CC(CC(C1)C(=O)O)C(=O)O)C(=O)O 1,3,5-cyclohexanetrioic acid